BrC1=C(C2=C(NC(N(C2=O)C(C(=O)OC(C)(C)C)(C)C)=O)S1)C Tert-butyl 2-(6-bromo-5-methyl-2,4-dioxo-1,4-dihydrothieno[2,3-d]pyrimidin-3(2H)-yl)-2-methylpropionate